3-chloro-3-methyl-1-butene ClC(C=C)(C)C